[4-(2-tetrahydropyran-4-yl-3H-imidazo[4,5-b]pyridin-7-yl)azepan-1-yl]-[4-(trifluoromethoxy)phenyl]methanone O1CCC(CC1)C1=NC=2C(=NC=CC2C2CCN(CCC2)C(=O)C2=CC=C(C=C2)OC(F)(F)F)N1